tert-butyl (3-(4-oxo-1,4-dihydroquinazoline-2-carboxamido)propyl)carbamate O=C1N=C(NC2=CC=CC=C12)C(=O)NCCCNC(OC(C)(C)C)=O